(2R,6R)-4-({2-fluoro-6-[(2-methoxypyrimidin-5-yl)oxy]phenyl}methyl)-6-methyl-1-(2-methylpropanoyl)-N-{[4-(pyrimidin-2-yl)phenyl]methyl}piperazine-2-carboxamide FC1=C(C(=CC=C1)OC=1C=NC(=NC1)OC)CN1C[C@@H](N([C@@H](C1)C)C(C(C)C)=O)C(=O)NCC1=CC=C(C=C1)C1=NC=CC=N1